C(=O)C1=CC(=C(C=C1)B(O)O)C 4-FORMYL-2-METHYLPHENYLBORONIC ACID